COC1CCC(CC1)C1(N=CC2=C(N1)C(=CN=C2N)C2=CC=C1C=NCN(C1=C2)N2CCOCC2)N 2-((1R,4R)-4-methoxycyclohexyl)-8-(1-morpholinoquinazolin-7-yl)pyrido[4,3-d]pyrimidine-2,5-diamine